7-methyl-6-nitro-3,4-dihydro-1H-quinolin-2-one CC1=C(C=C2CCC(NC2=C1)=O)[N+](=O)[O-]